CNC=1N=CC(=C2C=C(N=CC12)C1(CC1)C(=O)N)C#CC1=NC=C(C=C1)CN1CCOCC1 (8-(methylamino)-5-((5-(morpholinomethyl)pyridin-2-yl)ethynyl)-2,7-naphthyridin-3-yl)cyclopropanecarboxamide